2-(1'-acryloyl-1',2',3',6'-tetrahydro-[3,4'-bipyridin]-5-yl)-N-(5-cyanothiazol-2-yl)propanamide C(C=C)(=O)N1CCC(=CC1)C=1C=NC=C(C1)C(C(=O)NC=1SC(=CN1)C#N)C